FC(C1=NN(C(=C1C(=O)N[C@@H](C)C1=CC=C(C(=O)OC)C=C1)OC1=CC(=C(C=C1)C)CC)C)F methyl (S)-4-(1-(3-(difluoromethyl)-5-(3-ethyl-4-methylphenoxy)-1-methyl-1H-pyrazole-4-carboxamido)ethyl)benzoate